OC1CC2=CC[C@H]3[C@@H]4CC[C@H]([C@@H](CCCC(C)C)C)[C@]4(CC[C@@H]3[C@]2(CC1)C)C 3-Hydroxy-5-cholestene